BrC1=C2C=CC(=CC2=CC=C1)C(O)C1CCCCC1 (5-bromonaphthalen-2-yl)(cyclohexyl)methanol